ClC1=C2C(=NC(=C1)C=1C(=C(C#N)C=CC1)C)NN=C2 3-(4-Chloro-1H-pyrazolo[3,4-b]pyridin-6-yl)-2-methylbenzonitrile